(6-ethyl-5-{4-[(5-hydroxy-6-methyl-4-pyrimidinyl)carbonyl]-1-piperazinyl}-1'-methyl-4-oxo-7H-1,2',3,3',3a,7,7a'-heptaaza-2,5'-biindenyl-7-yl)acetamide C(C)C1=C(C(N2N=C(N=C2N1CC(=O)N)C1=CC2=NN=C(N2C=C1)C)=O)N1CCN(CC1)C(=O)C1=NC=NC(=C1O)C